(S)-5-(1-(tert-butoxycarbonyl)pyrrolidin-2-yl)-7-chloro-3,4-dihydroisoquinoline C(C)(C)(C)OC(=O)N1[C@@H](CCC1)C1=C2CCN=CC2=CC(=C1)Cl